C(C=C)C1=CC=C(C(=C1)C=1C(=CC=C(C1)CC=C)O)O 5',5-di-2-propenyl-1,1'-biphenyl-2,2'-diol